8-Cyclopentyl-N-(3-fluoro-5-(1-(2-methylpyridin-4-yl)-1H-pyrazol-4-yl)benzyl)-7H-purine-6-carboxamide C1(CCCC1)C1=NC2=NC=NC(=C2N1)C(=O)NCC1=CC(=CC(=C1)C=1C=NN(C1)C1=CC(=NC=C1)C)F